tert-butyl (2S,3R)-3-amino-2-[(3-chloro-2-fluorophenyl)methyl]-4,4-difluoropyrrolidine-1-carboxylate N[C@@H]1[C@@H](N(CC1(F)F)C(=O)OC(C)(C)C)CC1=C(C(=CC=C1)Cl)F